ClC1=C(C2=C(C(N3[C@@H](CO2)CN(CC3)C(=O)OC(C)(C)C)=O)C(=N1)N1C(C(CC1)OC)(C)C)Cl tert-butyl (6aR)-3,4-dichloro-1-(3-methoxy-2,2-dimethylpyrrolidin-1-yl)-12-oxo-6a,7,9,10-tetrahydro-12H-pyrazino[2,1-c]pyrido[3,4-f][1,4]oxazepine-8(6H)-carboxylate